NC1=NC=CC=C1C1=NC=2C(=NC(=CC2)N2N=CC=C2)N1C=1C=C2CC[C@@H](C2=CC1)NC(=O)[C@H]1N(CCC1)C(C=C)=O (2S)-N-[(1S)-5-[2-(2-aminopyridin-3-yl)-5-(pyrazol-1-yl)imidazo[4,5-b]pyridin-3-yl]-2,3-dihydro-1H-inden-1-yl]-1-(prop-2-enoyl)pyrrolidine-2-carboxamide